N-t-butoxycarbonyl-3-(4-(2-oxocyclopentylsulfanyl)phenyl)-2-aminopropionic acid C(C)(C)(C)OC(=O)NC(C(=O)O)CC1=CC=C(C=C1)SC1C(CCC1)=O